ClC1=CC(=C(C=C1)NC(N)=O)OCCSC(F)(F)F 4-chloro-3-(2-(2-((trifluoromethyl)thio)ethoxy)phenyl)urea